C(#N)[C@H](C[C@H]1C(NCC1)=O)N(C([C@@H](N)CC(C)(C)C)=O)C([C@@H](C1=CC=C(C=C1)C(F)(F)F)N(C)C)=O N-{(1S)-1-cyano-2-[(3S)-2-oxopyrrolidin-3-yl]ethyl}-N1-{(2R)-2-(dimethylamino)-2-[4-(trifluoromethyl)phenyl]acetyl}-4-methyl-L-leucinamide